C(#N)C1=CC(=C(COC2=CC=CC(=N2)C2=CC(=C(CC3=NC4=C(N3[C@H]3COC[C@H]3C)C=C(C=C4)C(=O)O)C=C2F)F)C=C1)F |r| Racemic-2-(4-(6-((4-cyano-2-fluorobenzyl)oxy)pyridin-2-yl)-2,5-difluorobenzyl)-1-((3R,4S)-4-methyltetrahydrofuran-3-yl)-1H-benzo[d]imidazole-6-carboxylic Acid